BrC=1C2=CC=CC=C2C=C2C=CC=C(C12)C=1C2=CC=C(N2)C(=C2C=CC(C(=C3C=CC(=C(C=4C=CC1N4)C4=CC=CC1=CC5=CC=CC=C5C(=C41)Br)N3)C3=CC=CC4=CC1=CC=CC=C1C(=C34)Br)=N2)C2=CC=CC3=CC4=CC=CC=C4C(=C23)Br 5,10,15,20-tetra(9-bromoanthracenyl)porphyrin